1-[5-fluoro-2-(4-methylpiperazin-1-yl)pyrimidin-4-yl]-N-(2-{imidazo[1,2-a]pyridin-3-yl}propan-2-yl)pyrrolidine-3-carboxamide FC=1C(=NC(=NC1)N1CCN(CC1)C)N1CC(CC1)C(=O)NC(C)(C)C1=CN=C2N1C=CC=C2